8-methyl-6-(5-methyl-3-((1-methylpiperidin-4-yl)oxy)-1H-indazol-6-yl)-[1,2,4]triazolo[1,5-a]pyridine CC=1C=2N(C=C(C1)C1=C(C=C3C(=NNC3=C1)OC1CCN(CC1)C)C)N=CN2